NC[C@H](O)C=1N=C(SC1)C1=C(C=C(C#N)C=C1)OC1=NC(=NC(=C1)C1=CC=CC=C1)C 4-[4-[(1S)-2-amino-1-hydroxyethyl]-1,3-thiazol-2-yl]-3-(2-methyl-6-phenylpyrimidin-4-yl)oxybenzonitrile